ClC=1C=CC2=C(N(N=N2)S(=O)(=O)C(F)(F)F)C1 6-chloro-1-(trifluoromethanesulfonyl)-1H-benzotriazole